ClC1=NC=C2N(C(N(C2=N1)C1(CCC(CC1)=O)C#N)=O)C (2-chloro-7-methyl-8-oxo-7,8-dihydro-9H-purin-9-yl)-4-oxocyclohexane-1-carbonitrile